tertbutyl 4-(4-((5-(m-tolyl)imidazo[1,2-a]pyrazin-8-yl)amino)phenyl)piperazine-1-carboxylate C1(=CC(=CC=C1)C1=CN=C(C=2N1C=CN2)NC2=CC=C(C=C2)N2CCN(CC2)C(=O)OC(C)(C)C)C